ClC1=C2C=C(NC2=CC=C1Cl)C(=O)N1CC(N(CC1)C(C)=O)(C)C 1-[4-(4,5-dichloro-1H-indole-2-carbonyl)-2,2-dimethyl-piperazin-1-yl]ethanone